bis-(2-hydroxyethyl)isodecyloxypropyl-amine oxide OCC[N+](CCCOCCCCCCCC(C)C)(CCO)[O-]